ClC1=C2CCC(NC2=CC=C1)C1=CC=C(C=C1)S(=O)(=O)N 4-(5-chloro-1,2,3,4-tetrahydroquinoline-2-yl)benzenesulfonamide